C(C1=CC=CC=C1)OC1=CC=C2C=CC(=CC2=C1)NO N-(7-(benzyloxy)naphthalen-2-yl)hydroxylamine